1-octadecanoyl-2-palmitoyl-sn-glycerol C(CCCCCCCCCCCCCCCCC)(=O)OC[C@@H](OC(CCCCCCCCCCCCCCC)=O)CO